C1(=CC=C(C=C1)C(=O)N1CC2=C(CCC1)N=C(NC2=O)C2(CC2)C2=CC(=CC=C2)Cl)C2=CC=CC=C2 6-([1,1'-biphenyl]-4-carbonyl)-2-(1-(3-chlorophenyl)cyclopropyl)-3,5,6,7,8,9-hexahydro-4H-pyrimido[5,4-c]azepin-4-one